C(C)(=O)OC(C)(C)OP(=O)(C)OC1=C(C(=CC(=C1)CCCCC)O)C1CCCC(=C1)C 2-((((6-hydroxy-5'-methyl-4-pentyl-1',2',3',4'-tetrahydro-[1,1'-biphenyl]-2-yl)oxy)(methyl)phosphoryl)oxy)propan-2-yl acetate